Imidazolidinyl-vanillic acid N1(CNCC1)C1=C(C(=O)O)C=CC(=C1OC)O